COC(=O)C1CCC2(CCC3=CC=C(C=C23)SC)CC1 6'-(methylsulfanyl)-2',3'-dihydrospiro[cyclohexane-1,1'-indene]-4-carboxylic acid methyl ester